ClC1=CC=C(C=C1)C(CC1N(CCCC1)C)C1=C(C=CC(=C1)C)O 2-[2-(4-chlorophenyl)-2-(2-hydroxy-5-methylphenyl)-ethyl]-N-methylpiperidine